COC1=CC=C(C(=O)NN2[C@H]([C@@H](CC2=O)C2=CC=CC=C2)C(=O)OCC)C=C1 (2R,3S)-ethyl 1-(4-methoxybenzamido)-5-oxo-3-phenylpyrrolidine-2-carboxylate